N1=CN=CC2=C1C[C@@H]1CC[C@H]2N1C(=O)OC1=CC(=C(C=C1)Cl)Cl 3,4-dichlorophenyl (5R,8S)-6,7,8,9-tetrahydro-5H-5,8-epiminocyclohepta[d]pyrimidine-10-carboxylate